2-Methyl-5-(3-(difluoromethoxy)phenyl)-N-(3-(2-(4-methylpiperazin-1-yl)propyl)-1,2,4-Thiadiazol-5-yl)thiophene-3-carboxamide CC=1SC(=CC1C(=O)NC1=NC(=NS1)CC(C)N1CCN(CC1)C)C1=CC(=CC=C1)OC(F)F